O=C1N(CCC(N1)=O)C1=CN=C2N1C=CC(=C2)C2CCN(CC2)CC2CCC(CC2)N2N=C1C=C(C(=CC1=C2)NC(=O)C2=NC(=CC=C2)C(F)(F)F)OC N-[2-[4-[[4-[3-(2,4-dioxohexahydropyrimidin-1-yl)imidazo[1,2-a]pyridin-7-yl]-1-piperidyl]methyl]cyclohexyl]-6-methoxy-indazol-5-yl]-6-(trifluoromethyl)pyridine-2-carboxamide